1-[2-(5-fluoro-1,3-benzoxazol-2-ylamino)-1,3-benzoxazol-5-yl]-1-ethanone FC=1C=CC2=C(N=C(O2)NC=2OC3=C(N2)C=C(C=C3)C(C)=O)C1